3-(4-fluoro-5-(3-fluoro-4-(((S)-3-(2-hydroxypropan-2-yl)pyrrolidin-1-yl)methyl)pyridin-2-yl)-1-oxoisoindolin-2-yl)piperidine FC1=C2CN(C(C2=CC=C1C1=NC=CC(=C1F)CN1C[C@H](CC1)C(C)(C)O)=O)C1CNCCC1